NC1=NN(C2=C(C=C(C(=C12)OC1=C(C=CC(=C1)F)Cl)NC(C1=CC(=CC(=C1)C(F)(F)F)F)=O)\C=C\C1=NC=CC=C1)C (E)-N-(3-Amino-4-(2-chloro-5-fluorophenoxy)-1-methyl-7-(2-(pyridin-2-yl)vinyl)-1H-indazol-5-yl)-3-fluoro-5-(trifluoromethyl)benzamide